tert-butyl 4-(1-(4-(4,5-dimethyl-6-oxo-1-propyl-1,6-dihydropyridin-3-yl)-2,6-dimethoxyphenethyl)piperidin-4-yloxy)piperidine-1-carboxylate CC=1C(=CN(C(C1C)=O)CCC)C1=CC(=C(CCN2CCC(CC2)OC2CCN(CC2)C(=O)OC(C)(C)C)C(=C1)OC)OC